ClC1=C(C=CC=C1)[C@@H]1[C@H](CCC(C1)(C)C)C(=O)N1CC([C@]2(CN([C@@H]2C)C(C=C)=O)CC1)(F)F 1-((1R,4S)-7-((1S,2S)-2-(2-chlorophenyl)-4,4-dimethylcyclohexane-1-carbonyl)-5,5-difluoro-1-methyl-2,7-diazaspiro[3.5]nonan-2-yl)prop-2-en-1-one